5'-(2-(((1r,4r)-4-aminocyclohexyl)amino)-1-phenylethyl)-2'-chloro-N-(2-(2-(dimethylamino)-2-oxoethoxy)ethyl)-6-fluoro-5-(2-methoxyethoxy)-[1,1'-biphenyl]-2-carboxamide NC1CCC(CC1)NCC(C1=CC=CC=C1)C=1C=CC(=C(C1)C=1C(=CC=C(C1F)OCCOC)C(=O)NCCOCC(=O)N(C)C)Cl